CC(C)(C)P(C1=CC(=CC(=C1)C(C)(C)C)C(C)(C)C)C(C)(C)C bis(1,1-dimethylethyl)[3,5-bis(1,1-dimethyl-Ethyl)phenyl]phosphane